1-(6-(4-(4-bromophenyl)piperazin-1-yl)pyridin-3-yl)-2,2,2-trifluoroethan-1-ol BrC1=CC=C(C=C1)N1CCN(CC1)C1=CC=C(C=N1)C(C(F)(F)F)O